1,3-bis-(dimethylamino)-propan-2-ol CN(CC(CN(C)C)O)C